2-methyl-6-[(3R)-1-methyl-3-(trifluoromethyl)pyrrolidin-3-yl]Pyrido[3,4-d]Pyridazine-1,7-dione CN1N=CC=2C(C1=O)=CC(N(C2)[C@]2(CN(CC2)C)C(F)(F)F)=O